NCCOC=1C(=NC(=NC1Cl)Cl)NCCC1=CNC2=CC(=CC=C12)OC(F)(F)F 5-(2-aminoethoxy)-2,6-dichloro-N-[2-[6-(trifluoromethoxy)-1H-indol-3-yl]ethyl]pyrimidin-4-amine